C(C)(C)(C)N(C(=O)OC1=C(C=C(C=C1C)CSCCCCCCCCCCCC)CSCCCCCCCCCCCC)C\C=C\C1=NC=CC2=C1CN(C2=O)C2C(NC(CC2)=O)=O 4,6-di(dodecylthiomethyl)o-cresol tert-butyl-(E)-(3-(2-(2,6-dioxopiperidin-3-yl)-1-oxo-2,3-dihydro-1H-pyrrolo[3,4-c]pyridin-4-yl)allyl)carbamate